ClC=1C(=CC2=C(N(C(O2)=O)C(C(=O)OCC(CO)(CO)N)C)C1)CC 2-amino-2-(hydroxymethyl)propane-1,3-diol 3-(5-chloro-6-ethyl-2-oxobenzo[d]oxazol-3(2H)-yl)propanoate